N-(1'-(6-(1,1-difluoroethyl)pyrazin-2-yl)-1',2'-dihydrospiro[cyclopropane-1,3'-pyrrolo[3,2-c]pyridin]-6'-yl)acetamide FC(C)(F)C1=CN=CC(=N1)N1CC2(C=3C=NC(=CC31)NC(C)=O)CC2